(5-Chloro-1-methyl-1H-indol-2-yl)(4-(5-phenyloxazole-2-carbonyl)piperidin-1-yl)methanone ClC=1C=C2C=C(N(C2=CC1)C)C(=O)N1CCC(CC1)C(=O)C=1OC(=CN1)C1=CC=CC=C1